(4-carboxy-2-nitrophenyl)-DL-leucine-2-methylpropan-2-yl ester CC(C)(C)OC([C@@H](NC1=C(C=C(C=C1)C(=O)O)[N+](=O)[O-])CC(C)C)=O |r|